S(=O)(=O)(O)SC[C@H](N)C(=O)O S-Sulfo-Cysteine